6-hydroxy-3,5-dimethyl-2-naphthoic acid OC=1C(=C2C=C(C(=CC2=CC1)C(=O)O)C)C